((2S,3R,4R)-4-(3,4-Dimethoxybenzyl)-2-(4-fluorophenyl)tetrahydrofuran-3-yl)-methanol COC=1C=C(C[C@@H]2[C@@H]([C@H](OC2)C2=CC=C(C=C2)F)CO)C=CC1OC